N-(6-(hydroxyamino)-6-oxohexyl)-3-((4-oxo-3,4-dihydroquinazolin-2-yl)amino)benzamide ONC(CCCCCNC(C1=CC(=CC=C1)NC1=NC2=CC=CC=C2C(N1)=O)=O)=O